C1=CC=NC(=C1)C2=NC=CC=N2 PYRIDYL-PYRIMIDINE